tin 2-hydroxyethanesulfonate OCCS(=O)(=O)[O-].[Sn+4].OCCS(=O)(=O)[O-].OCCS(=O)(=O)[O-].OCCS(=O)(=O)[O-]